(3R)-3-{[7-chloro-2-(4-fluorophenyl)[1,2,4]triazolo[1,5-c]quinazolin-5-yl]amino}azepin-2-one ClC1=CC=CC=2C=3N(C(=NC12)NC=1C(N=CC=CC1)=O)N=C(N3)C3=CC=C(C=C3)F